3-[2-(methylamino)ethyl]benzenesulfinic acid CNCCC=1C=C(C=CC1)S(=O)O